2-methyl-7-(trifluoromethylphenyl)-1H-pyrrolo[3,4-c]isoquinoline-1,3(2H)-dione CN1C(C=2N=CC=3C=C(C=CC3C2C1=O)C1=C(C=CC=C1)C(F)(F)F)=O